FC=1C=C(C=CC1)S(=O)(=O)C(C)(C)C1CCN(CC1)C(=O)NC=1C=NC(=CC1)OC 4-(2-((3-fluorophenyl)sulfonyl)propan-2-yl)-N-(6-methoxy-pyridin-3-yl)piperidine-1-carboxamide